tert-butyl (2R,6S)-4-(6-(((3-bromo-1-((2-(trimethylsilyl)ethoxy)methyl)-1H-pyrrolo[2,3-b]pyridin-4-yl)amino)methyl)pyridin-2-yl)-2,6-dimethylpiperazine-1-carboxylate BrC1=CN(C2=NC=CC(=C21)NCC2=CC=CC(=N2)N2C[C@H](N([C@H](C2)C)C(=O)OC(C)(C)C)C)COCC[Si](C)(C)C